CC(CCCC1CN(CCO1)C1=C(N=CS1)C1=C(C=CC=C1C)C)(C)C 2-(4,4-dimethylpentyl)-4-(4-(2,6-dimethylphenyl)thiazol-5-yl)morpholine